1-methyl-5-[(methylamino)methyl]pyridin-2(1H)-one hydrochloride Cl.CN1C(C=CC(=C1)CNC)=O